COC(=O)C1(C(OCC(C1)=C)=O)C1=CC=C(C=C1)C(F)(F)F 5-methylene-2-oxo-3-(4-(trifluoromethyl)phenyl)tetrahydro-2H-pyran-3-carboxylic acid methyl ester